ethyl-4-(3-(trifluoromethoxy)phenyl)piperidine C(C)N1CCC(CC1)C1=CC(=CC=C1)OC(F)(F)F